OC1=NC=CC=C1C(=N)N hydroxypyridine-3-carboxamidine